Trimethyl-propane trioleate C(CCCCCCC\C=C/CCCCCCCC)(=O)O.C(CCCCCCC\C=C/CCCCCCCC)(=O)O.C(CCCCCCC\C=C/CCCCCCCC)(=O)O.CC(CC)(C)C